1-(3-((4-((4-chloro-3-(hydroxymethyl)phenyl)-amino)-7-methoxy-quinazolin-6-yl)oxy)-pyrrolidin-1-yl)prop-2-en-1-one ClC1=C(C=C(C=C1)NC1=NC=NC2=CC(=C(C=C12)OC1CN(CC1)C(C=C)=O)OC)CO